1-[4-(cyanomethyl)-1-(2,2,2-trifluoroethyl)-4-piperidyl]-3-(methylcarbamoylamino)pyrazole-4-carboxamide C(#N)CC1(CCN(CC1)CC(F)(F)F)N1N=C(C(=C1)C(=O)N)NC(NC)=O